C=1(C(=C(C(=C(C1[2H])C1=C(C(=C2C(=C(C3=C(C(=C(C4=C(C(=C1C2=C34)[2H])[2H])[2H])[2H])[2H])[2H])[2H])[2H])[2H])[2H])C3=C(C(=C4C(=C(C2=C(C(=C(C1=C(C(=C3C4=C21)[2H])[2H])[2H])[2H])[2H])[2H])[2H])[2H])[2H])[2H])C2=C(C(=C(C(=C2[2H])[2H])[2H])[2H])[2H] 1,1'-([1,1'-biphenyl]-3,5-diyl-d8)bis(pyrene-2,3,4,5,6,7,8,9,10-d9)